[(1S)-2-benzyloxy-1-methyl-2-oxo-ethyl] 5-[4-[[4-[3-(2,4-dihydroxy-5-isopropyl-phenyl)-5-(ethylcarbamoyl)-1,2,4-triazol-4-yl]phenyl]methyl]piperazin-1-yl]-5-oxo-pentanoate OC1=C(C=C(C(=C1)O)C(C)C)C1=NN=C(N1C1=CC=C(C=C1)CN1CCN(CC1)C(CCCC(=O)O[C@H](C(=O)OCC1=CC=CC=C1)C)=O)C(NCC)=O